2-[(2-aminoethyl)-cyclohexylamino]-ethanol NCCN(CCO)C1CCCCC1